ClC1=CC=C2CCC(CC2=C1)N1CC2=C(CC1)N(C(=N2)C2=C(C=C(C=C2)C2CC2)Cl)C 5-(7-chloro-1,2,3,4-tetrahydronaphthalen-2-yl)-2-(2-chloro-4-cyclopropylphenyl)-1-methyl-4,5,6,7-tetrahydro-1H-imidazo[4,5-c]pyridine